2-amino-5-bromo-3-chlorobenzoic acid methyl ester COC(C1=C(C(=CC(=C1)Br)Cl)N)=O